C[Si](CCC1(C=CC=C1)[Hf]C1(C=CC=C1)CC[Si](C)(C)C)(C)C bis[(2-trimethylsilyl-ethyl)cyclopentadienyl]hafnium